FC1=NC=CC(=C1C(=O)OCC1=CC=CC=C1)OC benzyl 2-fluoro-4-methoxypyridine-3-carboxylate